6-(((6-Chloro-1-methyl-1H-pyrazolo[3,4-b]pyridin-4-yl)amino)methyl)pyridine-3-sulfonamide ClC1=CC(=C2C(=N1)N(N=C2)C)NCC2=CC=C(C=N2)S(=O)(=O)N